S(C1=C(C=C(C(=C1)C(C)(C)C)O)C)C1=C(C=C(C(=C1)C(C)(C)C)O)C 4,4'-thio-bis(6-t-butyl-3-methylphenol)